2-(6-tert-butyl-5-chloro-2-methyl-3-pyridyl)-5-(2-methyl-1,2,4-triazol-3-yl)-1H-1,6-naphthyridin-4-one C(C)(C)(C)C1=C(C=C(C(=N1)C)C=1NC2=CC=NC(=C2C(C1)=O)C=1N(N=CN1)C)Cl